tert-Butyl N-(7,8-dichloro-2,3-dihydro-1H-pyrrolo[1,2-a]indol-2-yl)carbamate ClC1=C(C=2C=C3N(C2C=C1)CC(C3)NC(OC(C)(C)C)=O)Cl